1-[4-(4-cyanophenoxy)phenyl]-3-phenylurea C(#N)C1=CC=C(OC2=CC=C(C=C2)NC(=O)NC2=CC=CC=C2)C=C1